1-(((3S)-1-((3-cyano-1-azetidinyl)sulfonyl)-3-piperidinyl)carbonyl)-N-(4-(difluoromethyl)benzyl)-D-prolinamide C(#N)C1CN(C1)S(=O)(=O)N1C[C@H](CCC1)C(=O)N1[C@H](CCC1)C(=O)NCC1=CC=C(C=C1)C(F)F